3,3-dimethyl-1,1,1,5,5,5-hexaphenoxytrisiloxane C[Si](O[Si](OC1=CC=CC=C1)(OC1=CC=CC=C1)OC1=CC=CC=C1)(O[Si](OC1=CC=CC=C1)(OC1=CC=CC=C1)OC1=CC=CC=C1)C